[C@H]12CN(C[C@H](CC1)N2)C=2C1=C(N=C(N2)OCC23CCCN3CCC2)CN(CC1)C1=CC=CC2=CC=C(C(=C12)Cl)F 4-((1R,5S)-3,8-diazabicyclo[3.2.1]octan-3-yl)-7-(8-chloro-7-fluoronaphthalen-1-yl)-2-((tetrahydro-1H-pyrrolizin-7a(5H)-yl)methoxy)-5,6,7,8-tetrahydropyrido[3,4-d]pyrimidine